(9H-fluoren-9-yl)methyl (2-(N-(2-aminoethyl)-3-(3,4-dimethoxyphenyl)propanamido)ethyl)carbamate NCCN(C(CCC1=CC(=C(C=C1)OC)OC)=O)CCNC(OCC1C2=CC=CC=C2C=2C=CC=CC12)=O